OC[C@@H]1CN2C=3C(=CSC3C(N1)=O)OCC2 (S)-7-(hydroxymethyl)-4,5,7,8-tetrahydro-3-oxa-1-thia-5a,8-diazabenzo[cd]azulen-9(6H)-one